C1(=CC=CC=C1)SC1=C(C=CC=C1)Br (2-bromophenyl) (phenyl) sulfide